FC1=C(C=C(C(=C1)I)OC)C(F)(F)F 1-fluoro-5-iodo-4-methoxy-2-(trifluoromethyl)benzene